C1=CC=CC=2C3=CC=CC=C3C(=CC12)C1=CC=C(C=C1)N(C1=CC=C(C=C1)C1=CC=C(C=C1)C1=CC(=C(C=C1)C1=CC=CC=C1)C1=CC=CC=C1)C1=CC=CC=C1 {4-(phenanthrene-9-yl)-phenyl}-phenyl-(2'-phenyl-[1,1':4',1'':4'',1''']quaterphenyl-4'''-yl)-amine